racemic-(1R,2R,4S,6S)-N-methyl-6-((6-(1-methyl-1H-pyrazol-4-yl)pyrazolo[1,5-a]pyrazin-4-yl)oxy)bicyclo[2.2.1]heptan-2-amine hydrochloride Cl.CN[C@H]1[C@@H]2[C@H](C[C@H](C1)C2)OC=2C=1N(C=C(N2)C=2C=NN(C2)C)N=CC1 |r|